isoquinolin-4-yl-pyridine-2,6-diamine C1=NC=C(C2=CC=CC=C12)C=1C(=NC(=CC1)N)N